C1(=CC=CC=C1)S(=O)(=O)O.N[C@@H](C(C)C)C(=O)OC1(COC1)C#CC1=CC2=C(OC[C@@H](C(N2C)=O)NC(C2=NC=CC(=C2)OC2=CC=CC=C2)=O)C=C1 3-(((S)-5-methyl-4-oxo-3-(4-phenoxypicolinamido)-2,3,4,5-tetrahydrobenzo[b][1,4]oxazepin-7-yl)ethynyl)oxetan-3-yl L-valinate benzenesulfonic acid salt